NC1=CC=C(CNC2=CC=CC=C2)C=C1 N-(4-aminobenzyl)aniline